4-bromo-1-(3-chloro-5-methylphenyl)-1H-pyrazol BrC=1C=NN(C1)C1=CC(=CC(=C1)C)Cl